(2-bromoethoxy)-2-methoxybenzene BrCCOC1=C(C=CC=C1)OC